ONC(=O)C1=CC(=CS1)NC(=O)C1(CCOCC1)C1=CC2=CC=CC=C2C=C1 N-(5-(hydroxycarbamoyl)thiophen-3-yl)-4-(naphthalen-2-yl)tetrahydro-2H-pyran-4-carboxamide